C(C1=CC=CC=C1)NC1=C(C(=CC(=C1)F)Br)Br N-benzyl-2,3-dibromo-5-fluoroaniline